2-(4-fluorophenyl)-2H-1,2,3-triazole-4-carboxylic acid Ethyl-2-(4-fluorophenyl)-2H-1,2,3-triazole-4-carboxylate C(C)OC(=O)C1=NN(N=C1)C1=CC=C(C=C1)F.FC1=CC=C(C=C1)N1N=CC(=N1)C(=O)O